C(CCCCCCCCCCCCCCC)[N+](CCO)(C)CCCCCCCCCCCCCCCC dipalmitylmethylhydroxyethylammonium